NCC[Si](OCC=C)(OCC=C)OCC=C r-β-aminoethyltriallyloxysilane